ClC1=C(C=C(C=C1)S(=O)(=O)NC=1C(=NC=C(C1)C)OC1=CC(=NN1C)C(=O)OC)C(F)(F)F Methyl 5-((3-((4-chloro-3-(trifluoromethyl)phenyl)sulfonamido)-5-methylpyridin-2-yl)oxy)-1-methyl-1H-pyrazole-3-carboxylate